O=C1N(C(C=C1)=O)CCCCCCCCCCCC(=O)NCCOCCC(=O)OC1=C(C(=C(C(=C1F)F)F)F)F perfluorophenyl 3-(2-(12-(2,5-dioxo-2,5-dihydro-1H-pyrrol-1-yl)dodecanamido)ethoxy)propanoate